C(C)C=1C=CC2=CN(N=C2C1NC(=O)N=[S@](=O)(N)C=1SC(=CN1)C(C)(C)O)C (R)-N'-((6-ethyl-2-methyl-2H-indazol-7-yl)carbamoyl)-5-(2-hydroxy-propan-2-yl)thiazole-2-sulfonimidamide